[N+](=O)([O-])C1=CC=C2C(=N1)OCO2 5-nitro-[1,3]dioxolo[4,5-b]pyridine